N-((2-(6-((cis)-2,6-dimethylmorpholino)-3,4-dimethylpyridin-2-yl)-1,6-naphthyridin-7-yl)methyl)-4-methyl-3-(methylsulfonyl)benzamide C[C@@H]1O[C@@H](CN(C1)C1=CC(=C(C(=N1)C1=NC2=CC(=NC=C2C=C1)CNC(C1=CC(=C(C=C1)C)S(=O)(=O)C)=O)C)C)C